(S)-3-(4-cyano-3-((3,5-dimethoxyphenyl)ethynyl)-5-((2,2,2-trifluoroethyl)amino)-1H-pyrazol-1-yl)pyrrolidine-1-carboxylic acid tert-butyl ester C(C)(C)(C)OC(=O)N1C[C@H](CC1)N1N=C(C(=C1NCC(F)(F)F)C#N)C#CC1=CC(=CC(=C1)OC)OC